4-((3-hydroxybenzyl)amino)-1H-imidazole-5-carboxamide OC=1C=C(CNC=2N=CNC2C(=O)N)C=CC1